2-methylamino-1-(3',4'-methylenedioxyphenyl)butan-1-one CCC(C(=O)C1=C2C=C(C=C1)OCO2)NC